13-Methylpentatriacontane CC(CCCCCCCCCCCC)CCCCCCCCCCCCCCCCCCCCCC